N(C1=CC=CC=C1)C1=CC=C(C2=CC=CC=C12)OC=1N=C(SC1C1=NC(=NC=C1)N[C@@H]1CN(C[C@H](C1)F)C(=O)OC(C)(C)C)C tert-butyl (3S,5S)-3-[[4-[4-[(4-anilino-1-naphthyl)oxy]-2-methyl-thiazol-5-yl]pyrimidin-2-yl]amino]-5-fluoro-piperidine-1-carboxylate